C1(CC1)C=1ON=C2C1CN(CC1=C2C2=C(N1C(C)C)N=CN=C2N)C2=CC=CC=C2 3-cyclopropyl-7-isopropyl-5-phenyl-4,5,6,7-tetrahydroisoxazolo[4,3-c]pyrimido[5',4':4,5]pyrrolo[3,2-e]azepin-11-amine